N-(1-cyanoisopropyl)-N-methyl-3-methyl-2-nitrobenzamide C(#N)C(C)(C)N(C(C1=C(C(=CC=C1)C)[N+](=O)[O-])=O)C